(R)-1-(2-(4-(3-chloro-4-(1-(pyridin-2-yl)ethoxy)-pyrazolo[1,5-a]pyridin-6-yl)-5-methyl-1H-1,2,3-triazol-1-yl)-7-azaspiro[3.5]nonan-7-yl)prop-2-en-1-one ClC=1C=NN2C1C(=CC(=C2)C=2N=NN(C2C)C2CC1(C2)CCN(CC1)C(C=C)=O)O[C@H](C)C1=NC=CC=C1